ClC=1C=C(C=CC1N1C(SC=C1)=O)C1=C(C(=CC(=C1)F)C1=CC(=NC=C1)N1CCN(CC1)C(=O)OC(C)(C)C)OC tert-butyl 4-(4-(3'-chloro-5-fluoro-2-methoxy-4'-(2-oxothiazol-3(2H)-yl)-[1,1'-biphenyl]-3-yl)pyridin-2-yl)piperazine-1-carboxylate